C(#N)C1=CC(=NC=C1)C=O 4-CYANOPYRIDINE-2-CARBOXALDEHYDE